2-(4-(4-acryloylpiperazin-1-yl)-6-chloroquinazolin-7-yl)benzonitrile C(C=C)(=O)N1CCN(CC1)C1=NC=NC2=CC(=C(C=C12)Cl)C1=C(C#N)C=CC=C1